COC=1C=C2CN3C(C2=CC1)(CCC3)CO (7-methoxy-2,3-dihydro-1H-pyrrolo[2,1-a]isoindol-9b(5H)-yl)methanol